Methyl 3-(3-(4-(3-(3-chlorophenyl)ureido)phenoxy) azetidin-1-yl)-2-(1H-pyrrol-1-yl)benzoate ClC=1C=C(C=CC1)NC(NC1=CC=C(OC2CN(C2)C=2C(=C(C(=O)OC)C=CC2)N2C=CC=C2)C=C1)=O